C(C(=C)C)(=O)OCC1C2=CC=CC=C2C=2C=CC=CC12 9-methacryloyloxymethylfluorene